O[C@@H]1[C@H](O[C@@H]([C@H]([C@H]1O)O)OC1=CC=C(C=C1)[N+](=O)[O-])CCS(=O)(=O)O 2-[(2R,3S,4S,5S,6R)-3,4,5-trihydroxy-6-(4-nitrophenoxy)oxan-2-yl]ethane-1-sulfonic acid